FC(C1=NC=CC=C1C(=O)NC1=C2[C@H](CC(C2=CC=C1)(C)C)CC)F 2-(difluoromethyl)-N-[(3S)-3-ethyl-l-1,1-dimethyl-indan-4-yl]pyridine-3-carboxamide